acryloyl ethyl monotetrahydrophthalate C(C1C(C(=O)OCC)CCC=C1)(=O)OC(C=C)=O